OCC1N(CCNC1)C1=CC=C(C=C1)O 4-(2-(hydroxymethyl)piperazine-1-yl)phenol